O1CCN(CC1)CC1=CC=C(COC2=C3CN(C(C3=CC=C2)=O)C2C(NC(CC2)=O)=O)C=C1 3-(4-((4-(morpholinomethyl)benzyl)oxy)-1-oxoisoindol-2-yl)piperidine-2,6-dione